N-[(1R)-1-(4-Methoxy-1-naphthyl)ethyl]-2-methyl-5-(4-methylpiperazin-1-yl)benzamide COC1=CC=C(C2=CC=CC=C12)[C@@H](C)NC(C1=C(C=CC(=C1)N1CCN(CC1)C)C)=O